COC=1C=C(CNC(C(O)[C@H]2N(CCC2)C(CN)=O)=O)C=CC1OC N-(3,4-dimethoxybenzyl)-2-((S)-1-glycylpyrrolidin-2-yl)-2-hydroxyacetamide